(2S)-1-(6-Methoxy-2-methyl-5-(trifluoromethyl)pyridin-3-yl)propan-2-ol COC1=C(C=C(C(=N1)C)C[C@H](C)O)C(F)(F)F